benzyl N-[1-(fluoromethyl)-2-oxabicyclo[2.1.1]hexan-4-yl]carbamate FCC12OCC(C1)(C2)NC(OCC2=CC=CC=C2)=O